P(=O)(O)(O)OC[C@@H]1[C@H](C[C@@H](O1)N1C=NC=2C(=O)NC(N)=NC12)O Deoxyguanosine 5'-phosphate